silver(I)-oxide [O-2].[Ag+].[Ag+]